C1(CCC1)NC1=NC(=CC(=C1)N1[C@@H]([C@H](C1)CS(=O)(=O)C)C)N1N=CC=2C(=NC(=CC21)C=2C=NC=CC2OC)C N-Cyclobutyl-6-(6-(4-methoxypyridin-3-yl)-4-methyl-1H-pyrazolo[4,3-c]pyridin-1-yl)-4-((2R,3S)-2-methyl-3-((methylsulfonyl)methyl)azetidin-1-yl)pyridin-2-amine